N-(4-((4-([1,2,4]triazolo[4,3-c]pyrimidin-7-yloxy)-3-methylphenyl)amino)-7-ethoxyquinazolin-6-yl)-3-(pyrrolidin-2-yl)acrylamide N=1N=CN2C=NC(=CC21)OC2=C(C=C(C=C2)NC2=NC=NC1=CC(=C(C=C21)NC(C=CC2NCCC2)=O)OCC)C